4-(2-{2,8-diazaspiro[4.5]decan-8-yl}-5-(4-methylphenyl)pyrimidin-4-yl)benzonitrile C1NCCC12CCN(CC2)C2=NC=C(C(=N2)C2=CC=C(C#N)C=C2)C2=CC=C(C=C2)C